CC1=CC=C(C=C1)S(=O)(=O)O.NC/C(/COC1=CC2=C(N=C(O2)N(CC(=O)NC)C)C=C1)=C\F (E)-2-((6-((2-(aminomethyl)-3-fluoro-allyl)oxy)benzo[d]oxazol-2-yl)(methyl)amino)-N-methylacetamide 4-methylbenzenesulfonate